ClC=1C=CC(=C(C1)C1=C(N=CN1)C=1C=C2C=C(C=NC2=CC1)C=1C=NN2C1CNCC2)F 6-[5-(5-chloro-2-fluoro-phenyl)-1H-imidazol-4-yl]-3-(4,5,6,7-tetrahydropyrazolo[1,5-a]pyrazin-3-yl)quinoline